C(C)OC1=CC=C(C=C1)C(C(=CC1=CC=CC=C1)[2H])=O 1-(4-ethoxyphenyl)-3-phenylprop-2-en-1-one-2-d